ClC1=C(C=C(C=C1)C1=CN(C(C=C1)=O)C(C)C)C[C@@H](C(=O)NC1=CC=C(C=C1)C=1N(N=CC1C)C)NC(=O)C1(CC1)C N-[(1S)-1-[[2-chloro-5-(1-isopropyl-6-oxo-3-pyridyl)phenyl]methyl]-2-[4-(2,4-dimethylpyrazol-3-yl)anilino]-2-oxo-ethyl]-1-methyl-cyclopropanecarboxamide